NC=1C=C2CC[C@@H](C2=CC1)NC(OC(C)(C)C)=O (S)-tert-butyl (5-amino-2,3-dihydro-1H-inden-1-yl)carbamate